C([C@H](O)C)(=O)[O-] |r| R and S-lactate